[Mn].[La] Lanthanum-manganese